The molecule is an amino acid zwitterion arising from transfer of a proton from the carboxy to the amino group of 2-amino-2-deoxy-D-gluconic acid; major species at pH 7.3. It is a conjugate acid of a 2-amino-2-deoxy-D-gluconate. It is a tautomer of a 2-amino-2-deoxy-D-gluconic acid. C([C@H]([C@H]([C@@H]([C@H](C(=O)[O-])[NH3+])O)O)O)O